(S)-3-(6-((5R,6R)-5-(hydroxymethyl)-5,6-dimethyl-2-((4-(4-methylpiperazin-1-yl)phenyl)amino)-5,6-dihydro-7H-pyrrolo[2,3-d]pyrimidin-7-yl)pyridin-2-yl)-4-methyloxazolidin-2-one OC[C@]1([C@H](N(C=2N=C(N=CC21)NC2=CC=C(C=C2)N2CCN(CC2)C)C2=CC=CC(=N2)N2C(OC[C@@H]2C)=O)C)C